4-bromo-3-chloro-benzoyl-N-[(4-cyano-2-fluoro-phenyl)methyl]-2-[4-(cyclopropoxy)phenyl]-3-oxo-6,8-dihydro-5H-imidazo[1,5-a]pyrazine-1-carboxamide BrC1=C(C=C(C(=O)C2CNCC=3N2C(N(C3C(=O)NCC3=C(C=C(C=C3)C#N)F)C3=CC=C(C=C3)OC3CC3)=O)C=C1)Cl